C1(=CC=CC=C1)C12CC(C1)(C2)C=2C=C(C(=O)O)C=CC2 3-(3-phenylbicyclo[1.1.1]pentan-1-yl)benzoic acid